4-(7-(pyrimidin-5-yl)-4-((tetrahydro-2H-pyran-4-yl)methoxy)-6,7-dihydro-5H-pyrrolo[2,3-d]pyrimidin-2-yl)morpholine N1=CN=CC(=C1)N1CCC2=C1N=C(N=C2OCC2CCOCC2)N2CCOCC2